1-(5-(4-(trifluoromethyl)benzyl)octahydro-pyrrolo[3,4-c]pyrrole-2-carbonyl)-1H-pyrazole-3-carboxamide FC(C1=CC=C(CN2CC3C(C2)CN(C3)C(=O)N3N=C(C=C3)C(=O)N)C=C1)(F)F